[N+](=O)([O-])C=1C=C2C=C(NC2=CC1)C1=CC=CC=2N1N=C(N2)NC(=O)C2CC2 N-[5-(5-nitro-1H-indol-2-yl)-[1,2,4]triazolo[1,5-a]pyridin-2-yl]cyclopropanecarboxamide